C(#N)C=1C=C(C=NC1)C1(CC1)C(=O)O 1-(5-cyanopyridin-3-yl)cyclopropane-1-carboxylic acid